3-(1H-imidazol-4-yl)-1-methylpiperidine N1C=NC(=C1)C1CN(CCC1)C